C(C)S(=O)(=O)OC[C@@H]1N(C[C@H](C1)F)C(=O)OC(C)(C)C tert-butyl (2R,4S)-2-(((ethylsulfonyl)oxy)methyl)-4-fluoropyrrolidine-1-carboxylate